(E)-4-(dimethylamino)-1-(4-(8-fluoro-6,7-bis(2-fluorophenyl)quinazolin-4-yl)piperazin-1-yl)but-2-en-1-one CN(C/C=C/C(=O)N1CCN(CC1)C1=NC=NC2=C(C(=C(C=C12)C1=C(C=CC=C1)F)C1=C(C=CC=C1)F)F)C